(2S,4R)-1-[(2S)-3,3-dimethyl-2-[4-[[methyl(methylsulfonyl)amino]methyl]triazol-1-yl]butanoyl]-4-hydroxy-N-methyl-pyrrolidine-2-carboxamide CC([C@@H](C(=O)N1[C@@H](C[C@H](C1)O)C(=O)NC)N1N=NC(=C1)CN(S(=O)(=O)C)C)(C)C